3-(5-((1-(4'-chloro-5,5-dimethyl-3,4,5,6-tetrahydro-[1,1'-biphenyl]-2-carbonyl)pyrrolidin-3-yl)thio)-1-oxoisoindolin-2-yl)piperidine-2,6-dione ClC1=CC=C(C=C1)C1=C(CCC(C1)(C)C)C(=O)N1CC(CC1)SC=1C=C2CN(C(C2=CC1)=O)C1C(NC(CC1)=O)=O